N-(3-(4-((3-methyl-4-((1-methylbenzimidazol-5-yl)oxy)phenyl)amino)pyrimidin-5-yl)phenyl)acrylamide CC=1C=C(C=CC1OC1=CC2=C(N(C=N2)C)C=C1)NC1=NC=NC=C1C=1C=C(C=CC1)NC(C=C)=O